1-phenyl-methanesulfonamide hydrochloride Cl.C1(=CC=CC=C1)CS(=O)(=O)N